FC(CN1CCC2(CC(C2)=O)CC1)(F)F 7-(2,2,2-trifluoroethyl)-7-azaspiro[3.5]nonan-2-one